FC(COP1(OCCO1)(F)F)F 2-(2,2-difluoroethoxy)-2,2-difluoro-1,3,2-dioxaphospholane